(benzylsulfanyl)-1-benzofuran-7-amine C(C1=CC=CC=C1)SC=1OC2=C(C1)C=CC=C2N